O1C(CCCC1)OCCCCCCOC1CCC(CC1)C(=O)OC1=CC=C(C(=O)OC2=CC(=CC=C2)C)C=C1 3-methylphenyl 4-((4-((6-((tetrahydro-2H-pyran-2-yl)oxy)hexyl)oxy)cyclohexane-1-carbonyl)oxy)benzoate